FC1=C(C=CC(=C1)F)C=1C2=C(N=C(N1)N1C[C@H](O[C@H](C1)C=1N=CN(C1)C)C)N=C(C(=C2)C)C (2R,6R)-4-[4-(2,4-difluorophenyl)-6,7-dimethyl-pyrido[2,3-d]pyrimidin-2-yl]-2-methyl-6-(1-methylimidazol-4-yl)morpholine